5-(difluoromethyl)-2-[3-(1-hydroxyethyl)-6-[5-[(6-methylpyridazin-3-yl)amino]benzimidazol-1-yl]-2-pyridinyl]pyrazole-3-carbonitrile FC(C=1C=C(N(N1)C1=NC(=CC=C1C(C)O)N1C=NC2=C1C=CC(=C2)NC=2N=NC(=CC2)C)C#N)F